5-chloro-N4-(3-methoxybenzyl)-N2-(5-(4-methylpiperazin-1-yl)pyridin-2-yl)pyrimidine-2,4-diamine ClC=1C(=NC(=NC1)NC1=NC=C(C=C1)N1CCN(CC1)C)NCC1=CC(=CC=C1)OC